(cis)-2-Methyltetrahydrofuran-3-yl (8-amino-7-fluoro-6-(8-methyl-2,3-dihydro-1H-pyrido[2,3-b][1,4]oxazin-7-yl)isoquinolin-3-yl)carbamate NC=1C(=C(C=C2C=C(N=CC12)NC(O[C@@H]1[C@@H](OCC1)C)=O)C1=C(C2=C(OCCN2)N=C1)C)F